γ-benzyl-D-glutamate C(C1=CC=CC=C1)C(C[C@@H](N)C(=O)[O-])C(=O)[O-]